ethyl 4-(benzhydryloxy)-5-(methylcarbamoyl)-1H-pyrrole-2-carboxylate C(C1=CC=CC=C1)(C1=CC=CC=C1)OC=1C=C(NC1C(NC)=O)C(=O)OCC